3-((1R,4r)-4-(((2S,4R)-2-methyl-1-propionyl-1,2,3,4-tetrahydroquinolin-4-yl)amino)cyclohexyl)oxazolidine-2,4-dione C[C@@H]1N(C2=CC=CC=C2[C@@H](C1)NC1CCC(CC1)N1C(OCC1=O)=O)C(CC)=O